3-methoxy-4-(3-methylphenoxy)benzaldehyde COC=1C=C(C=O)C=CC1OC1=CC(=CC=C1)C